[Na+].C(C)(=O)N[C@@H](CS)C(=O)[O-] N-acetylcysteine sodium salt